N[C@H](C(=O)N[C@H](C(=O)O)CC1=CC(=C(C=C1)OP(=O)(O)O)O)CC1=CC(=C(C=C1)OP(=O)(O)O)O (2S)-2-[[(2S)-2-amino-3-(3-hydroxy-4-phosphonooxyphenyl)propionyl]amino]-3-(3-hydroxy-4-phosphonooxyphenyl)propionic acid